C(CCC)[Sn](\C=C/C=C\C(=O)O[C@@H]1[C@@H](O[C@H](C=C1)CC=C)\C(\C)=C\[C@H]([C@@H](C)O[Si](C(C)C)(C(C)C)C(C)C)C)(CCCC)CCCC (2S,3S,6S)-6-allyl-2-((4R,5R,E)-4-methyl-5-((triisopropylsilyl)oxy)hex-2-en-2-yl)-3,6-dihydro-2H-pyran-3-yl (2Z,4Z)-5-(tributylstannyl)penta-2,4-dienoate